Methyl (3S)-3-(2-(5,5-dimethyl-2-oxopiperidin-1-yl)-4-methylpentanamido)-3-(5-(2,6-dimethylphenyl)pyridin-3-yl)propanoate CC1(CCC(N(C1)C(C(=O)N[C@@H](CC(=O)OC)C=1C=NC=C(C1)C1=C(C=CC=C1C)C)CC(C)C)=O)C